ClC1=C(C(=O)NC2=C(C=C(C=C2)F)[N+](=O)[O-])C=C(C=C1)NC(=O)[C@@H]1C([C@H]1C1=CC(=C(C=C1)Cl)Cl)(Cl)Cl trans-2-chloro-5-(2,2-dichloro-3-(3,4-dichlorophenyl)cyclopropane-1-carboxamido)-N-(4-fluoro-2-nitrophenyl)benzamide